dimethyl 6-(3-ethynylazetidin-1-yl)pyridine-3,4-dicarboxylate C(#C)C1CN(C1)C1=CC(=C(C=N1)C(=O)OC)C(=O)OC